tert-butyl (S)-1-(4-(benzylsulfanyl)-3-chlorophenylamino)-1-oxo-3-phenylpropan-2-ylcarbamate C(C1=CC=CC=C1)SC1=C(C=C(C=C1)NC([C@H](CC1=CC=CC=C1)NC(OC(C)(C)C)=O)=O)Cl